ClC1=NC=CC(=C1)C#N 2-chloropyridine-4-carbonitrile